C(C)(C)(C)C1=C(C=C(C=N1)C=1N=C2SCCCN2C(C1C#N)=O)OC 8-(6-tert-butyl-5-methoxypyridin-3-yl)-6-oxo-2H,3H,4H,6H-pyrimido[2,1-b][1,3]thiazine-7-carbonitrile